C(C)C1CC(C(C(=O)O)C=C1)C(=O)O 4-ethyltetrahydrophthalic acid